1-(2-chlorobenzoyl)-2-(4-(cyclopentylamino)phenyl)-N-(4-(hydroxymethyl)-3-(trifluoromethyl)phenyl)-1,2,3,4-tetrahydroquinoline-3-carboxamide ClC1=C(C(=O)N2C(C(CC3=CC=CC=C23)C(=O)NC2=CC(=C(C=C2)CO)C(F)(F)F)C2=CC=C(C=C2)NC2CCCC2)C=CC=C1